BrC1=C(C=CC=C1)CN(C=1N(C(C(=C(N1)C(=O)OCC)OC)=O)C)C ethyl 2-[[(2-bromophenyl)methyl](methyl)amino]-5-methoxy-1-methyl-6-oxopyrimidine-4-carboxylate